[C-]#N.S(=O)([O-])[O-].[Au+3].[Na+].ClC1=C(C(=NN1)C)C1=NC2=CC(=C(C=C2C(=C1)C(C)C)C1=NN(C(=N1)CO)C)F (3-(2-(5-chloro-3-methyl-1H-pyrazol-4-yl)-7-fluoro-4-isopropylquinolin-6-yl)-1-methyl-1H-1,2,4-triazol-5-yl)methanol Sodium gold sulfite cyanide